FC(C(=O)O)(F)F.FC(C(=O)O)(F)F.[C@H]12CN(C[C@H](CC1)N2)C=2C1=C(N=C(N2)OC2CCN(CC2)C(CCl)=O)C(=C(N=C1)C1=CC=CC2=CC=CC(=C12)Cl)F 1-(4-((4-((1R,5S)-3,8-diazabicyclo[3.2.1]octan-3-yl)-7-(8-chloronaphthalen-1-yl)-8-fluoropyrido[4,3-d]pyrimidin-2-yl)oxy)piperidin-1-yl)-2-chloroethan-1-one bis(2,2,2-trifluoroacetate)